C(CC)OC([C@@H](NC(=O)OC(C)(C)C)C)=O Boc-L-alanine propyl ester